trilead citrate C(CC(O)(C(=O)[O-])CC(=O)[O-])(=O)[O-].[Pb+2].[Pb+2].[Pb+2].C(CC(O)(C(=O)[O-])CC(=O)[O-])(=O)[O-]